ethyl-(hydroxyphenyl)diethoxysilane C(C)[Si](OCC)(OCC)C1=C(C=CC=C1)O